(2R,5S)-5-(aminomethyl)-2-[3-(4-methoxyphenoxy)phenyl]-1,4-thiazepan-3-one NC[C@H]1NC([C@H](SCC1)C1=CC(=CC=C1)OC1=CC=C(C=C1)OC)=O